[2H][C@@]1(CCN(CCO1)C1=CC(=C(C(=C1)C)NC(CC(C)(C)C)=O)F)C1=CC=C(C=C1)OC(F)(F)F N-[4-[(7R)-7-deuterio-7-[4-(trifluoromethoxy)phenyl]-1,4-oxazepan-4-yl]-2-fluoro-6-methyl-phenyl]-3,3-dimethyl-butanamide